2-oxo-1,3,2-dioxaphospholane O=P1OCCO1